C(CCCCCC)N(C(\C=C\C(=O)O)=O)CCCCCCC N,N-di-n-heptyl-fumaric acid amide